5-[3-[4-[2-(aminomethyl)-3,3-difluoro-allyl]-5-oxo-tetrazol-1-yl]phenyl]-1-ethyl-pyridin-2-one NCC(CN1N=NN(C1=O)C=1C=C(C=CC1)C=1C=CC(N(C1)CC)=O)=C(F)F